3-cyano-N-((1s,3s)-3-((5-(2-methylpyrimidin-4-yl)-1H-pyrrolo[2,3-b]pyridin-4-yl)amino)cyclobutyl)benzenesulfonamide C(#N)C=1C=C(C=CC1)S(=O)(=O)NC1CC(C1)NC1=C2C(=NC=C1C1=NC(=NC=C1)C)NC=C2